ClC=1C(=NC(=NC1)NC1=CC=C(C=N1)N1CCN(CC1)C(C)=O)C1=C(N=C(S1)CC)C 1-(4-(6-((5-chloro-4-(2-ethyl-4-methylthiazol-5-yl)pyrimidin-2-yl)amino)pyridin-3-yl)piperazin-1-yl)ethan-1-one